rel-(R)-3-fluoro-2-hydroxy-5-(2-(4-(pyrrolidin-1-yl)phenyl)thiomorpholine-4-carbonyl)benzaldehyde FC=1C(=C(C=O)C=C(C1)C(=O)N1C[C@H](SCC1)C1=CC=C(C=C1)N1CCCC1)O |o1:13|